OC=1C=C2C(=CNC2=CC1)CCC 5-Hydroxy-3-propyl-1H-indole